C(C#C)(=O)OC(C1=CC=CC=C1)=O benzoic acid propynoic anhydride